3-[4-[3-[4-[3-[3-[3-(3,4-Dihydroxyphenyl)prop-2-enoyl]-4-hydroxyphenyl]prop-2-enoyloxy]-3-hydroxyphenyl]prop-2-enoyl]-3-hydroxyphenyl]prop-2-enoic acid OC=1C=C(C=CC1O)C=CC(=O)C=1C=C(C=CC1O)C=CC(=O)OC1=C(C=C(C=C1)C=CC(=O)C1=C(C=C(C=C1)C=CC(=O)O)O)O